1-[2-chloro-4-(trifluoromethyl)phenyl]-4-{3-fluoro-2'-methoxy-[2,3'-bipyridine]-5-yl}-N-[2-(methylamino)ethyl]piperidine-4-carboxamide ClC1=C(C=CC(=C1)C(F)(F)F)N1CCC(CC1)(C(=O)NCCNC)C=1C=C(C(=NC1)C=1C(=NC=CC1)OC)F